C1(=CC=CC=C1)SC1=CC=CC=C1 bis(phenyl) thioether